FC=1C2=C(C(=NC1N[C@H]1[C@H](CCCC1)NC(OC(C)(C)C)=O)NC=1C=C(C=CC1)C)C(NC2)=O tert-Butyl (1S,2R)-2-(7-fluoro-3-oxo-4-(m-tolylamino)-2,3-dihydro-1H-pyrrolo[3,4-c]pyridin-6-ylamino)cyclohexylcarbamate